CN1C(=NN=C1C1=NC=NC=C1)CNC=1C=C(C(=O)N[C@H](C)C2=CC=C(OCC(=O)O)C=C2)C=CC1 (R)-2-(4-(1-(3-((4-methyl-5-(pyrimidin-4-yl)-4H-1,2,4-triazol-3-yl)methylamino)benzamido)ethyl)phenoxy)acetic acid